4-((difluoromethyl)thio)-2-fluoroaniline FC(SC1=CC(=C(N)C=C1)F)F